4-(2,3,4,5-tetrahydropyridin-6-yl)-1,3-Benzoxazole N=1CCCCC1C1=CC=CC2=C1N=CO2